C1(=CC=C(C=C1)C(C(=O)ONC(OCC(Cl)(Cl)Cl)=O)C)C 2,2,2-Trichloroethyl ((2-(p-tolyl)propanoyl)oxy)carbamate